6-(Difluoromethyl)-9-isopropyl-N-(1-(methylsulfonyl)piperidin-4-yl)isoxazolo[5,4-h]quinazoline-2-Amine FC(C=1C=C2C=NC(=NC2=C2C1ON=C2C(C)C)NC2CCN(CC2)S(=O)(=O)C)F